FC(C=1C=NC(=NC1)N1CCC(=CC1)C(=O)O)(F)F 1-(5-(trifluoromethyl)pyrimidin-2-yl)-1,2,3,6-tetrahydropyridine-4-carboxylic acid